2,6-di-tert-butyl-4-benzylidene-2,5-cyclohexadiene C(C)(C)(C)C=1CC(=CC(C1)=CC1=CC=CC=C1)C(C)(C)C